C(#N)C=1C(=NC(=NC1)C1CC1)N1C[C@H]2C(=NO[C@]2(C1)C(=O)NC)C1=CC=C(C=C1)C (3aS,6aR)-5-(5-cyano-2-cyclopropylpyrimidin-4-yl)-N-methyl-3-(p-tolyl)-3a,4,5,6-tetrahydro-6aH-pyrrolo[3,4-d]isoxazole-6a-carboxamide